CC(CNC1=CC(=NC2=CN=CC=C12)C1=CC=NC=C1)CN 2-methyl-N1-(2-(pyridin-4-yl)-1,7-naphthyridin-4-yl)propane-1,3-diamine